2,2,2-trichloroethyl (4-((5-fluoro-7-(2-methoxyethoxy)quinazolin-4-yl)amino)phenyl)carbamate FC1=C2C(=NC=NC2=CC(=C1)OCCOC)NC1=CC=C(C=C1)NC(OCC(Cl)(Cl)Cl)=O